CC1([C@H]2CN[C@@H]([C@@H]12)C(=O)OCC1=CC=CC=C1)C benzyl (1R,2S,5S)-6,6-dimethyl-3-azabicyclo[3.1.0]hexane-2-carboxylate